(+/-)-cis-(1s,3s)-3-(benzyloxy)cyclobutan-1-ol C(C1=CC=CC=C1)O[C@H]1C[C@H](C1)O |r|